CC1=CN=C2C(=N1)N(C(C(=C2)C2CCN(CC2)C=2C(=NC=NC2)C)=O)CC2=NC=CC=C2C(F)(F)F 3-Methyl-7-(1-(4-methylpyrimidin-5-yl)piperidin-4-yl)-5-((3-(trifluoromethyl)pyridin-2-yl)methyl)pyrido[2,3-b]pyrazin-6(5H)-one